3-(6-chloro-1H-indol-3-yl)-3-oxopropanenitrile ClC1=CC=C2C(=CNC2=C1)C(CC#N)=O